2-guanidinoaminomethyl-5-(4-(dimethylamino)phenyl)-1,3,4-oxadiazole N(C(=N)N)NCC=1OC(=NN1)C1=CC=C(C=C1)N(C)C